Diethyl 4-bromo-1,3-dihydroindene-2,2-dicarboxylate Diethyl-malonate C(C)C(C(=O)O)(C(=O)O)CC.BrC1=C2CC(CC2=CC=C1)(C(=O)OCC)C(=O)OCC